Tert-butyl-4-(2-chloro-3-fluoropyridin-4-yl)-2-fluorobenzonitrile C(C)(C)(C)C=1C(=C(C#N)C=CC1C1=C(C(=NC=C1)Cl)F)F